1'-(3-(4-oxopyrrolo[1,2-a]quinoxalin-5(4H)-yl)propyl)spiro[isoindoline-1,4'-piperidin]-3-one O=C1C=2N(C3=CC=CC=C3N1CCCN1CCC3(CC1)NC(C1=CC=CC=C13)=O)C=CC2